C(CCCC)C1=CC2=C(NN=N2)C=C1 5-pentylbenzotriazole